C(C)(=O)NC1=CC(=CC=C1)C(F)(F)F N-acetyl-3-trifluoromethylaniline